FC1(CC1)C(=O)NN 1-fluorocyclopropane-1-carbohydrazide